E-1,1,1,4,5,5,5-heptafluoro-4-trifluoromethyl-2-pentene FC(\C=C\C(C(F)(F)F)(C(F)(F)F)F)(F)F